C[C@H]1N(C[C@H]1OC=1C=NC(=CC1)C(NC)=O)C(=O)OC(C)(C)C Tert-butyl (2R,3R)-2-methyl-3-{[6-(methylcarbamoyl)pyridin-3-yl] oxy}azetidine-1-carboxylate